C(C)OC(CC(C(=O)OC)(C=1C=C(C=CC1)C)C1=CC=CC=C1)OCC Methyl 4,4-diethoxy-2-phenyl-2-(m-tolyl)butanoate